C12CN(CC(CC1)N2)C=2C1=C(N=C(N2)OCC23CCCN3C(CC2)CNC(OC)=O)C(=C(N=C1)C1=CC=CC2=CC=CC(=C12)Cl)F methyl ((7a-(((4-(3,8-diazabicyclo[3.2.1]octan-3-yl)-7-(8-chloronaphthalen-1-yl)-8-fluoropyrido[4,3-d]pyrimidin-2-yl)oxy)methyl)hexahydro-1H-pyrrolizin-3-yl)methyl)carbamate